CSCCC1=NSC(=N1)C1=NC=CC=C1 3-(2-(methylthio)ethyl)-5-(pyridin-2-yl)-1,2,4-thiadiazole